FC(C)C1C=2C=CC=NC2CCN1C(=O)OC(C)(C)C tert-butyl 5-(1-fluoroethyl)-7,8-dihydro-5H-1,6-naphthyridine-6-carboxylate